3-(triphenylene-2-yl)-9H-carbazole C1=C(C=CC=2C3=CC=CC=C3C3=CC=CC=C3C12)C=1C=CC=2NC3=CC=CC=C3C2C1